2-(1-(acridin-9-yl)piperidin-4-yl)ethan-1-ol tert-butyl-7-((3-(2,6-bis(benzyloxy)pyridin-3-yl)-1-methyl-1H-indazol-7-yl)oxy)-2-azaspiro[3.5]nonane-2-carboxylate C(C)(C)(C)C1N(CC12CCC(CC2)OC=2C=CC=C1C(=NN(C21)C)C=2C(=NC(=CC2)OCC2=CC=CC=C2)OCC2=CC=CC=C2)C(=O)OCCC2CCN(CC2)C=2C1=CC=CC=C1N=C1C=CC=CC21